ClC=1C(=CC=C2C(CC(OC12)C1=C(OCCCC(=O)O)C=C(C=C1)C(F)(F)F)=O)F 4-[2-(8-chloro-7-fluoro-4-oxo-chroman-2-yl)-5-(trifluoromethyl)phenoxy]butanoic acid